N-((3-methoxy-6-(1-methoxycyclobutyl)pyridin-2-yl)sulfonyl)-5-(pyridin-2-yl)quinoline-2-carboxamide COC=1C(=NC(=CC1)C1(CCC1)OC)S(=O)(=O)NC(=O)C1=NC2=CC=CC(=C2C=C1)C1=NC=CC=C1